5-(4-(2-amino-5-(3,4-dimethoxyphenyl)pyridin-3-yl)-3-fluorophenyl)-3-(4-fluorophenyl)-1-isopropyl-4-oxo-1,4-dihydropyridine-2,5-dicarboxamide NC1=NC=C(C=C1C1=C(C=C(C=C1)C1(C(C(=C(N(C1)C(C)C)C(=O)N)C1=CC=C(C=C1)F)=O)C(=O)N)F)C1=CC(=C(C=C1)OC)OC